NC1=CC=CC(=N1)S(=O)(=O)NC(=O)C=1C(=NC=C(C1)C1=C(C=CC=C1)OC)N1C(CC(C1)C)(C)C N-[(6-Amino-2-pyridyl)sulfonyl]-5-(2-methoxyphenyl)-2-(2,2,4-trimethylpyrrolidin-1-yl)pyridin-3-carboxamid